F[C@H]1C[C@H](N(C1)C(CN1CCC(CC1)OC1=CC=NC2=CC(=CC=C12)F)=O)C#N (2S,4S)-4-fluoro-1-[2-[4-[(7-fluoro-4-quinolinyl)oxy]-1-piperidinyl]acetyl]pyrrolidine-2-carbonitrile